[N+](=O)([O-])[O-].C[P+](CCCCCCCC)(CCCCCCCC)CCCCCCCC methyl-tri-n-octyl-phosphonium nitrate